C1(=CC=CC=C1)[C@@H]1[C@@H](C1)C1=C(C(=O)N)C=CC=C1NC1=NC=C(C=C1)C1=CC=CC=C1 [(1R,2S)-2-phenylcyclopropyl]-3-[(5-phenylpyridin-2-yl)amino]benzamide